Pentyl acetoacetate C(CC(=O)C)(=O)OCCCCC